bromo-6''-chlorodispiro[imidazolidine-4,1'-cyclohexane-4',1''-indene]-2,5-dione BrC=1C2(C3=CC(=CC=C3C1)Cl)CCC1(CC2)NC(NC1=O)=O